2-(2-isopropylphenyl)-N-(4-(1-methyl-4-(trifluoromethyl)-1H-imidazol-2-yl)benzyl)-5-nitropyrimidin-4-amine C(C)(C)C1=C(C=CC=C1)C1=NC=C(C(=N1)NCC1=CC=C(C=C1)C=1N(C=C(N1)C(F)(F)F)C)[N+](=O)[O-]